OC1(CCC(CC1)N1C2=NC(=NC=C2N(C1=O)C)NC=1C(=CC2=C(CCO2)C1)C)C (trans-4-hydroxy-4-methylcyclohexyl)-7-methyl-2-((6-methyl-2,3-dihydrobenzofuran-5-yl)amino)-7,9-dihydro-8H-purin-8-one